FC1=CC=C(C=C1)N1N=C(C=C1)CC(=O)NC1=CC(=NN1)C(F)(F)F 2-(1-(4-fluorophenyl)-1H-pyrazol-3-yl)-N-(3-(trifluoromethyl)-1H-pyrazol-5-yl)acetamide